(S)-tert-butyl 6-(2-(4-fluoro-1-methylpiperidin-4-yl)benzo[d]thiazol-5-yl)-3-methyl-3,4-dihydropyridine-1(2H)-carboxylate FC1(CCN(CC1)C)C=1SC2=C(N1)C=C(C=C2)C2=CC[C@@H](CN2C(=O)OC(C)(C)C)C